BrC=1C=C(C(=NC1)OCCCN(C)C)NS(=O)(=O)C1CC1 N-(5-Bromo-2-(3-(dimethylamino)propoxy)pyridin-3-yl)cyclopropane-sulfonamide